(E)-3-(2,6-dichloro-3,5-dimethoxyphenyl)-1-(1-(4-(dimethylamino)-but-2-enoyl)piperidin-4-yl)-7-((3-methoxyphenyl)amino)-3,4-dihydro-pyrimido[4,5-d]pyrimidin-2(1H)-one ClC1=C(C(=C(C=C1OC)OC)Cl)N1C(N(C2=NC(=NC=C2C1)NC1=CC(=CC=C1)OC)C1CCN(CC1)C(\C=C\CN(C)C)=O)=O